8-(cyclopropanesulfonyl)-17-fluoro-5-(4-methylpiperazin-1-yl)-11-oxa-8,20,23,24-tetraazapentacyclo[17.5.2.12,6.013,18.022,25]heptacosa-1(24),2,4,6(27),13(18),14,16,19,21,25-decaene C1(CC1)S(=O)(=O)N1CC=2C(=CC=C(C3=NNC4=CN=C(C=5C(=CC=CC5COCC1)F)C=C34)C2)N2CCN(CC2)C